bis(2-amino 4-chlorophenyl) disulfide NC1=C(C=CC(=C1)Cl)SSC1=C(C=C(C=C1)Cl)N